(2RS)-2-(6-Bromo-7-fluoro-indazol-2-yl)-2-(5-fluoro-2-methoxy-phenyl)acetic acid BrC=1C=CC2=CN(N=C2C1F)[C@@H](C(=O)O)C1=C(C=CC(=C1)F)OC |r|